2-Chloro-4-(8-(6-(3-((4-(3-((2,6-dioxopiperidin-3-yl)amino)phenyl)piperidin-1-yl)methyl)azetidine-1-carbonyl)pyridazin-3-yl)-3-methyl-2,8-diazaspiro[4.5]decan-2-yl)benzonitrile ClC1=C(C#N)C=CC(=C1)N1CC2(CC1C)CCN(CC2)C=2N=NC(=CC2)C(=O)N2CC(C2)CN2CCC(CC2)C2=CC(=CC=C2)NC2C(NC(CC2)=O)=O